1-(1-benzyl-3-methyl-2-oxo-1,2,3,4-tetrahydroquinazolin-7-yl)-3-(1H-indol-6-yl)urea C(C1=CC=CC=C1)N1C(N(CC2=CC=C(C=C12)NC(=O)NC1=CC=C2C=CNC2=C1)C)=O